6-Chloro-N-[1-(1-methylethyl)piperidin-4-yl]-2-[4-(4-pyridin-4-ylpiperazin-1-yl)phenyl]-3H-imidazo[4,5-b]pyridin-7-amine ClC=1C(=C2C(=NC1)NC(=N2)C2=CC=C(C=C2)N2CCN(CC2)C2=CC=NC=C2)NC2CCN(CC2)C(C)C